5-([1,2,4]triazolo[1,5-a]pyridin-7-yl)-N-((3s,4r)-3-fluoro-1-(oxetan-3-yl)piperidin-4-yl)-4-methoxypyrrolo[2,1-f][1,2,4]triazin-2-amine N=1C=NN2C1C=C(C=C2)C=2C=CN1N=C(N=C(C12)OC)N[C@H]1[C@H](CN(CC1)C1COC1)F